2-((2,5-dichlorophenyl)benzyloxy)-N-(pyridin-3-yl)benzamide ClC1=C(C=C(C=C1)Cl)C(C1=CC=CC=C1)OC1=C(C(=O)NC=2C=NC=CC2)C=CC=C1